FC(C(=O)O)(F)F.ClC1=C(C=C(C=C1)C(CNC1CCC(CC1)N1C(OC[C@H]1CO)=O)C1=CC=CC=C1)C=1C(=CC=C(C1F)OCCOC)C(=O)N 2'-Chloro-6-fluoro-5'-(2-(((1r,4r)-4-(4-(hydroxymethyl)-2-oxooxazolidin-3-yl)cyclohexyl)amino)-1-phenylethyl)-5-(2-methoxyethoxy)-[1,1'-biphenyl]-2-carboxamide trifluoroacetate